2-chloro-4-((cyclopropylmethyl)amino)pyrimidin-5-carboxamide ClC1=NC=C(C(=N1)NCC1CC1)C(=O)N